Cl.FC(O[C@@H]1C[C@@H](CC1)N)(F)F (1R,3S)-3-(trifluoromethoxy)cyclopentan-1-amine hydrochloride